C(CCCCCCCCCCCCCCC)(=O)OC(C(C)C)I 1-Iodo-2-methylpropyl palmitate